4-(furan-2-yl)-2-(methyl-sulfonyl)-6-((3-(trifluoromethyl)benzyl)amino)pyrimidine-5-carbonitrile O1C(=CC=C1)C1=NC(=NC(=C1C#N)NCC1=CC(=CC=C1)C(F)(F)F)S(=O)(=O)C